N1=CN=C2N(C=NC2=C1)[C@H]1C[C@@H]([C@H](C1)CNS(OC1=CC=C(C=C1)[N+](=O)[O-])(=O)=O)O[Si](C(C)C)(C(C)C)C(C)C 4-nitrophenyl ({(1R,2S,4R)-4-(9H-purin-9-yl)-2-[(triisopropylsilyl) oxy]cyclopentyl}methyl)sulfamate